C(C)(=O)O[C@H]1O[C@@H](C(C=C1)=O)CC (2R,6R)-6-ethyl-5-oxo-5,6-dihydro-2H-pyran-2-yl acetate